C(C1=CC=CC=C1)OC=1C(=NC(=CC1)[C@H]1OC1)F (R)-3-(benzyloxy)-2-fluoro-6-(oxiran-2-yl)pyridine